1-(3-(6-(2-fluoro-6-hydroxyphenyl)-2H-indazol-2-yl)piperidin-1-yl)prop-2-en-1-one FC1=C(C(=CC=C1)O)C=1C=CC2=CN(N=C2C1)C1CN(CCC1)C(C=C)=O